1-((3aR,5s,6aS)-5-(4-((4-([1,2,4]triazolo[1,5-a]pyridin-7-yloxy)-2-fluoro-3-methylphenyl)amino)pyrido[3,2-d]pyrimidin-6-yl)hexahydrocyclopenta[c]pyrrol-2(1H)-yl)prop-2-en-1-one N=1C=NN2C1C=C(C=C2)OC2=C(C(=C(C=C2)NC=2C1=C(N=CN2)C=CC(=N1)C1C[C@@H]2[C@@H](CN(C2)C(C=C)=O)C1)F)C